7-(4-((2,3-dihydrobenzo[b][1,4]dioxin-6-yl-2,2,3,3-d4)oxy)piperidin-1-yl)-2-(2-methoxyethyl)-6-methyl-[1,2,4]triazolo[4,3-a]pyrimidin-3(2H)-one O1C2=C(OC(C1([2H])[2H])([2H])[2H])C=C(C=C2)OC2CCN(CC2)C2=NC=1N(C=C2C)C(N(N1)CCOC)=O